C(C)C1=NC2=CC=C(C(=C2NC1=O)F)CN1CCC(=CC1)C=1C=NC(=CC1)C(=O)NC([2H])([2H])[2H] 1'-((2-ethyl-5-fluoro-3-oxo-3,4-dihydroquinoxalin-6-yl)methyl)-N-(methyl-d3)-1',2',3',6'-tetrahydro-[3,4'-bipyridine]-6-carboxamide